C12CC(CC2C1)OC1=C(C=C(C=C1F)NC(=O)C1=NC(=NC=C1CC)N1CC(C1)(C)OC)F N-(4-(bicyclo[3.1.0]hexan-3-yloxy)-3,5-difluorophenyl)-5-ethyl-2-(3-methoxy-3-methylazetidin-1-yl)pyrimidine-4-carboxamide